4-hydroxy-3-{2-[(2-methoxyethoxy)methyl]-6-(trifluoromethyl)-3-pyridylcarbonyl}bicyclo[3.2.1]oct-3-ene-2-one OC1=C(C(C2CCC1C2)=O)C(=O)C=2C(=NC(=CC2)C(F)(F)F)COCCOC